C1(CC1)C1=NC=NC(=C1C=1OC=2C(=NC=CC2N1)CC1=CC=C(C=C1)C=1NC=C(N1)C(F)(F)F)OC 2-(4-cyclopropyl-6-methoxypyrimidin-5-yl)-4-(4-(4-(trifluoromethyl)-1H-imidazol-2-yl)benzyl)oxazolo[5,4-c]pyridine